(1R,5S)-3-(7-(3-hydroxynaphthalen-1-yl)-2-((tetrahydro-1H-pyrrolizin-7a(5H)-yl)methoxy)quinazolin-4-yl)-N-(2-oxopyrrolidin-3-yl)-3,8-diazabicyclo[3.2.1]octane-8-carboxamide OC=1C=C(C2=CC=CC=C2C1)C1=CC=C2C(=NC(=NC2=C1)OCC12CCCN2CCC1)N1C[C@H]2CC[C@@H](C1)N2C(=O)NC2C(NCC2)=O